ClC=1N=C(SC1)N1N=CC(=C1)C(C(=O)O)C 2-[1-(4-chloro-1,3-thiazol-2-yl)-1H-pyrazol-4-yl]propanoic acid